ClC=1C=NNC1C1(CC1)C(=O)N[C@H](C(=O)O)CCN(CCCCC1=NC=2NCCCC2C=C1)CCOC1=CC=CC=C1 (S)-2-(1-(4-chloro-1H-pyrazol-5-yl)cyclopropane-1-carboxamido)-4-((2-phenoxyethyl)(4-(5,6,7,8-tetrahydro-1,8-naphthyridin-2-yl)butyl)amino)butanoic acid